L-γ-glutamyl-(S)-allylcysteine N[C@@H](CCC(=O)N([C@H](CS)C(=O)O)CC=C)C(=O)O